CNC1CN(CC1)C1=CC=C(C=C1)N1C=NC(=C1)NC=1N=CC(=NC1)C#N 5-((1-(4-(3-(Methylamino)pyrrolidin-1-yl)phenyl)-1H-imidazol-4-yl)amino)pyrazine-2-carbonitrile